OC=1C=C2C=CNC2=CC1O 5,6-dihydroxyindol